(4-(5-((3,4-dichlorophenyl)difluoromethyl)-1,3,4-oxadiazol-2-yl)-8-oxa-2-azaspiro[4.5]decan-2-yl)(thiazol-5-yl)methanone ClC=1C=C(C=CC1Cl)C(C1=NN=C(O1)C1CN(CC12CCOCC2)C(=O)C2=CN=CS2)(F)F